C(C)OC(CCC(=O)C1=NC(=CC(=C1O)C#N)CC1=C(C=CC=C1)Cl)=O 4-[6-(2-Chloro-benzyl)-4-cyano-3-hydroxy-pyridin-2-yl]-4-oxo-butyric acid ethyl ester